tert-butyl 2-amino-3-(4,4,5,5-tetramethyl-1,3,2-dioxaborolan-2-yl)-6,7-dihydrothieno[3,2-c]pyridine-5(4H)-carboxylate NC1=C(C=2CN(CCC2S1)C(=O)OC(C)(C)C)B1OC(C(O1)(C)C)(C)C